ClC=1C=C(C=CC1)C#C\C=C/1\C(N(CC1)C(=O)C=1OC=CC1)(C)C {(3E)-3-[3-(3-chlorophenyl)prop-2-yn-1-ylidene]-2,2-dimethylpyrrolidin-1-yl}(furan-2-yl)methanone